CN1N=CC=2C(=NC(=CC21)C(=O)N)C=2N(C=C(N2)C2=CC=NN2CCC)C 1-methyl-4-[1-methyl-4-(1-propyl-1H-pyrazol-5-yl)-1H-imidazol-2-yl]-1H-pyrazolo[4,3-c]pyridine-6-carboxamide